tert-butyl (2R,3S)-2-(1-(((benzyloxy)carbonyl)amino)ethyl)-3-hydroxypyrrolidine-1-carboxylate C(C1=CC=CC=C1)OC(=O)NC(C)[C@H]1N(CC[C@@H]1O)C(=O)OC(C)(C)C